(S)-N2-(1-(6-ethoxy-5-methoxypyridin-2-yl)-2-(methylsulfonyl)ethyl)-5-(2-fluorophenyl)-4-methylpyridin-2,3-diamine C(C)OC1=C(C=CC(=N1)[C@@H](CS(=O)(=O)C)NC1=NC=C(C(=C1N)C)C1=C(C=CC=C1)F)OC